2-(4-cyclopropyl-6-methoxypyrimidin-5-yl)-N-(4-(1-isopropyl-4-(trifluoromethyl)-1H-imidazol-2-yl)-3-methylbenzyl)-7H-purin-6-amine C1(CC1)C1=NC=NC(=C1C1=NC(=C2NC=NC2=N1)NCC1=CC(=C(C=C1)C=1N(C=C(N1)C(F)(F)F)C(C)C)C)OC